C1(CC=CC1)NC(OC(C)(C)C)=O tert-butyl N-cyclopent-3-en-1-ylcarbamate